FCCN(C)C1=CC=2N(C=C1)C=C(N2)C2=CC=C(C=C2)OC (2-Fluoro-ethyl)-[2-(4-methoxy-phenyl)-imidazo[1,2-a]pyridin-7-yl]-methyl-amine